FC1=NC=CC=C1 C2-Fluoropyridine